N-iso-Butyl-(2S)-methyl-4-(3-methyl-2-oxo-1,3-benzoxazol-6-yl)piperidine-1-carboxamide C(C(C)C)NC(=O)N1[C@H](CC(CC1)C1=CC2=C(N(C(O2)=O)C)C=C1)C